8-hydroxy-4,6-dimethylnonyl butyloxymethyl ether C(CCC)OCOCCCC(CC(CC(C)O)C)C